O1C2CN=C(C3=C1C=CN=C3)C2 dihydro-2,5-methanopyrido[3,4-f][1,4]oxazepin